ClCC(C)O 1-Chloro-2-Propanol